C(C)[Si](C(C(=O)OCCCCCC)C)(CC)CC hexyl α-triethylsilylpropionate